1-(5-(2-((5,6-Difluoro-2,3-dihydro-1H-inden-2-yl)amino)pyrimidin-5-yl)-1,3,4-oxadiazol-2-yl)azetidine-3-carbonitrile FC=1C=C2CC(CC2=CC1F)NC1=NC=C(C=N1)C1=NN=C(O1)N1CC(C1)C#N